FC1=C(CN2C(=NC3=C2C=C(C(=C3)F)F)N3C[C@H]([C@@H](CC3)F)N)C=CC(=C1)F (3r,4r)-1-(1-(2,4-difluorobenzyl)-5,6-difluoro-1H-benzoimidazol-2-yl)-4-fluoro-3-piperidinamine